C(C1=CC=CC=C1)OC=1C=CC=C2C=CC=NC12 8-(benzyloxy)quinoline